FC=1C=C2NC(C(NC2=C(C1)F)=O)(C)C 6,8-difluoro-3,3-dimethyl-3,4-dihydroquinoxalin-2(1H)-one